3-(4-hydroxybutoxy)-N,N-bis(4-methoxybenzyl)-5-nitrobenzenesulfonamide OCCCCOC=1C=C(C=C(C1)[N+](=O)[O-])S(=O)(=O)N(CC1=CC=C(C=C1)OC)CC1=CC=C(C=C1)OC